C[C@]12CC[C@H](C[C@@H]1CC[C@@H]3[C@@H]2CC[C@]4([C@H]3CC[C@@H]4OS(=O)(=O)[O-])C)O The molecule is a steroid sulfate oxoanion that is the conjugate base of (3alpha,5alpha,17beta)-3-hydroxyandrostan-17-yl sulfate, obtained by deprotonation of the sulfo group; major species at pH 7.3. It is a conjugate base of a (3alpha,5alpha,17beta)-3-hydroxyandrostan-17-yl sulfate.